N1N=C(C=CC1)C#N 1,6-Dihydropyridazine-3-carbonitrile